COCC1=CC=C(C=C1)C1=CC=C(C=C1)NC(=O)C1C(C1)C1=CC=CC=C1 N-(4'-(methoxymethyl)-[1,1'-biphenyl]-4-yl)-2-phenylcyclopropane-1-carboxamide